C[C@@H]1CN(C[C@@H](N1C=1N=CC2=C(N1)C(=NN2)C2=CC=C(C=C2)N2CCN(CC2)C2CCOCC2)C)C(=O)OC Methyl (3R,5S)-3,5-dimethyl-4-(3-(4-(4-(tetrahydro-2H-pyran-4-yl)piperazin-1-yl)phenyl)-1H-pyrazolo[4,3-d]pyrimidin-5-yl)piperazine-1-carboxylate